2-((1-(2-(4-Fluorophenyl)-2-oxoethyl)piperidin-4-yl)methyl)-4-phenylpyridazin-3(2H)-on Hydrochlorid Cl.FC1=CC=C(C=C1)C(CN1CCC(CC1)CN1N=CC=C(C1=O)C1=CC=CC=C1)=O